(4Z)-4-(1,3-benzothiazol-6-ylmethylene)-2-(spiro[3.3]hept-2-ylamino)-1H-imidazol-5-one S1C=NC2=C1C=C(C=C2)\C=C\2/N=C(NC2=O)NC2CC1(C2)CCC1